COC(OC)(OC)[SiH2]C(OC)(OC)OC bis(trimethoxymethyl)Silane